BrC=1C(=C(C=CC1)C1=CC=C(C(=N1)OC)C=1N(CCN1)CC=1C=NC=C(C#N)C1)C 5-((2-(6-(3-bromo-2-methylphenyl)-2-methoxypyridin-3-yl)-4,5-dihydro-1H-imidazol-1-yl)methyl)nicotinonitrile